CC1=CC=C(C=C1)S(=O)(=O)O.FC(OC1=CC=C(C=C1)C1=NC2=C(N1CC1=C(OCCCCCC(=O)O)C=CC=C1)C=CC=C2)(F)F 6-(2-((2-(4-(trifluoromethoxy)phenyl)-1H-benzo[d]imidazol-1-yl)methyl)phenoxy)hexanoic acid 4-methylbenzenesulfonate